(R)-N-(3-(3-chlorophenyl)isoxazol-5-yl)-1-cyano-3-fluoropiperidine-3-carboxamide ClC=1C=C(C=CC1)C1=NOC(=C1)NC(=O)[C@@]1(CN(CCC1)C#N)F